OCCCOC(C1=CC=C(C=C1)OC)=O Anisic Acid-3-Hydroxypropylester